(2R,3S)-2-(4-(cyclopentylamino)phenyl)-N-(4-methyl-3-(trifluoromethyl)phenyl)-1-((2-(methylsulfonyl)phenyl)sulfonyl)piperidine-3-carboxamide copper [Cu].C1(CCCC1)NC1=CC=C(C=C1)[C@@H]1N(CCC[C@@H]1C(=O)NC1=CC(=C(C=C1)C)C(F)(F)F)S(=O)(=O)C1=C(C=CC=C1)S(=O)(=O)C